BrC1=NN(C=C1CCl)C 3-bromo-4-(chloromethyl)-1-methylpyrazole